2-[7-(2-amino-1,3-benzothiazol-4-yl)-6-chloro-8-fluoro-4-piperazin-1-yl-quinazolin-2-yl]-8-oxa-2,5-diazaspiro[3.6]decan-6-one NC=1SC2=C(N1)C(=CC=C2)C2=C(C=C1C(=NC(=NC1=C2F)N2CC1(C2)NC(COCC1)=O)N1CCNCC1)Cl